tert-butyl (R)-2-(4-((R)-2,4-difluoro-6-(2-methoxyethoxy)phenyl)-1-(((trifluoromethyl)sulfonyl)oxy)-2,7-naphthyridin-3-yl)-4-methyl-6,7-dihydropyrazolo[1,5-a]pyrazine-5(4H)-carboxylate FC1=C(C(=CC(=C1)F)OCCOC)C1=C(N=C(C2=CN=CC=C12)OS(=O)(=O)C(F)(F)F)C1=NN2C([C@H](N(CC2)C(=O)OC(C)(C)C)C)=C1